N[C@](C(=O)[O-])(CC(C)(C)C)C1=C(C=C(C=C1)Br)F (R)-2-amino-2-(4-bromo-2-fluorophenyl)-4,4-dimethylpentanoate